4-(aminoiminomethyl)aminophenylalanine NN=CNC1=CC=C(C[C@H](N)C(=O)O)C=C1